9-ethyl-2-(pyridin-3-yl)-N-((6-(thiazol-2-yl)pyridin-3-yl)methyl)-9H-purin-6-amine C(C)N1C2=NC(=NC(=C2N=C1)NCC=1C=NC(=CC1)C=1SC=CN1)C=1C=NC=CC1